CC(C[Sn](CC(C)(C)C1=CC=CC=C1)CC(C)(C)C1=CC=CC=C1)(C)C1=CC=CC=C1 tris(2-methyl-2-phenylpropyl)tin